tert-Butyl 3-(4-(2-amino-1,1-difluoro-2-oxoethoxy)-7-(thiazol-2-yl)benzo[d]oxazol-2-yl)-3,6-diazabicyclo[3.1.1]heptane-6-carboxylate NC(C(OC1=CC=C(C2=C1N=C(O2)N2CC1N(C(C2)C1)C(=O)OC(C)(C)C)C=1SC=CN1)(F)F)=O